C(C1=CC=CC=C1)N1C=NC(=C1)C(=O)NC[C@@H]1CN(CC1)C#N (R)-1-Benzyl-N-((1-cyanopyrrolidin-3-yl)methyl)-1H-imidazol-4-carboxamid